C=1(C(=CC=CC1)C(=O)OCCCCC)C(=O)OCCCCC 1,2-Benzenedicarboxylic acid, dipentyl ester